CN1C2CNC(C1)C2 2-methyl-2,5-diazabicyclo[2.2.1]heptane